C(C)(=O)N1CCC[C@H](C1)N(OCC1=CC=CC=C1)S(=O)(=O)C1=CC=C(C=C1)[N+](=O)[O-] (2S,5R)-1-acetyl-5-(N-phenylmethyl-oxy-p-nitrobenzenesulfonylamino)-piperidine